CS(=O)(=O)NC1CN(CC1)C(=O)N 3-(methylsulfonamido)-pyrrolidine-1-carboxamide